(4-(3-(aminomethyl)phenyl)piperidin-1-yl)(2,4,5-trihydroxyphenyl)methanone NCC=1C=C(C=CC1)C1CCN(CC1)C(=O)C1=C(C=C(C(=C1)O)O)O